2-(4-aminophenyl)-6-indolecarbamidine dihydrochloride Cl.Cl.NC1=CC=C(C=C1)C=1NC2=CC(=CC=C2C1)C(=N)N